COC1=CC=2C3=C(N(C2C=C1)CC=1C=C(C=CC1)S(=O)(=O)N)CCCN3 3-((8-methoxy-1,2,3,4-tetrahydro-5H-pyrido[3,2-b]indol-5-yl)methyl)benzenesulfonamide